N-(2-carbamoyl-4-chloro-6-ethyl-phenyl)-2-(3-chloro-2-pyridyl)-5-ethyl-pyrazole-3-carboxamide C(N)(=O)C1=C(C(=CC(=C1)Cl)CC)NC(=O)C=1N(N=C(C1)CC)C1=NC=CC=C1Cl